CC(C(=O)OC1CC(C1)(O)C1=NC=C(C=N1)Br)(C)C 3-(5-bromopyrimidin-2-yl)-3-hydroxycyclobutyl 2,2-dimethylpropionate